NC=1C=CC=C2C(=C(N(C(C12)=O)C1=CC=CC=C1)[C@H](C)NC=1C2=C(N=CN1)NC=CC2=O)Cl (S)-4-((1-(8-amino-4-chloro-1-oxo-2-phenyl-1,2-dihydroisoquinolin-3-yl)ethyl)amino)pyrido[2,3-d]pyrimidin-5(8H)-one